OC1=CC(=C(C(/C=C/C2=CC=C(C=C2)OC)=O)C(=C1)OC)OC 4'-Hydroxy-2',4,6'-trimethoxychalcone